ClC1=CC=C(O[C@H](C(=O)NOCC=2SC=CN2)C)C=C1 (2S)-2-(4-chlorophenoxy)-N-[(1,3-thiazol-2-yl)methoxy]propanamide